5-chloro-2-(N-methylcarbamoyl)-3-pyridyl 3-[4-(4-chlorothiazol-2-yl)-1H-1,2,3-triazol-1-yl]-3-deoxy-2-O-ethyl-1-thio-alpha-D-galactopyranoside ClC=1N=C(SC1)C=1N=NN(C1)[C@@H]1[C@H]([C@@H](SC=2C(=NC=C(C2)Cl)C(NC)=O)O[C@@H]([C@@H]1O)CO)OCC